2-((2-(2-((4-cyano-2-fluorobenzyl)oxy)pyrimidin-4-yl)-2,6-dihydropyrrolo[3,4-c]pyrazol-5(4H)-yl)methyl)-1-(2-methoxyethyl)-1H-benzo[d]imidazole-6-carboxylic acid C(#N)C1=CC(=C(COC2=NC=CC(=N2)N2N=C3C(=C2)CN(C3)CC3=NC2=C(N3CCOC)C=C(C=C2)C(=O)O)C=C1)F